4-(5-(3,5-dichloro-4-fluorophenyl)-5-(trifluoromethyl)-4,5-dihydroisoxazol-3-yl)-2-methyl-N-(naphthalen-2-ylsulfinyl)benzamide ClC=1C=C(C=C(C1F)Cl)C1(CC(=NO1)C1=CC(=C(C(=O)NS(=O)C2=CC3=CC=CC=C3C=C2)C=C1)C)C(F)(F)F